I(=O)(=O)[O-].CN1N=C(N=N1)N.[Cu+2].I(=O)(=O)[O-] copper (2-methyl-5-aminotetrazole) iodate